CC=1OC(=CC1C(=O)NC1=NC(=NS1)CC(C)=NO)C1=CC(=CC=C1)C#N 2-Methyl-5-(3-cyanophenyl)-N-(3-(2-(hydroxyimino)propyl)-1,2,4-thiadiazol-5-yl)furan-3-Formamide